N1(C=NC=C1)C1CN(C1)C1=NC=2C(=C(C3=C(C2C=N1)COC3)C3=NC=C(C1=C3C(=C(S1)NC(OC(C)(C)C)=O)C#N)F)F tert-Butyl (4-(3-(3-(1H-imidazol-1-yl)azetidin-1-yl)-5-fluoro-7,9-dihydrofuro[3,4-f]quinazolin-6-yl)-3-cyano-7-fluorothieno[3,2-c]pyridin-2-yl)carbamate